ClC1=NC=CC(=C1)C=1C=CC(=C(C1)S(=O)(=O)N1CCOCC1)C ((5-(2-chloropyridin-4-yl)-2-methylphenyl)sulfonyl)morpholine